C(C)OC(C(CC(=O)OCC)C(=O)C1=NC2=CC(=C(C(=C2C=C1)F)OCCCOC1=C(C2=C(SC(=C2)C(CC(C(=O)OC)(C)C)=O)C=C1OC)F)OC)=O 2-(5-fluoro-6-(3-((4-fluoro-6-methoxy-2-(4-methoxy-3,3-dimethyl-4-oxobutanoyl)benzo[b]thiophen-5-yl)oxy)propoxy)-7-methoxyquinoline-2-carbonyl)succinic acid diethyl ester